N1([C@@H](CC1)C(=O)OC(C)(C)C)C(=O)OCC1=CC=CC=C1 O2-tert-butyl O1-benzyl (2S)-azetidine-1,2-dicarboxylate